CC(C#N)(C)C1=NC=C(C=C1)C(F)(F)F 2-Methyl-2-(5-(trifluoromethyl)pyridin-2-yl)propionitrile